6-(diethylamino)-3,4-dihydronaphthalene C(C)N(C=1C=C2CCC=CC2=CC1)CC